O1COC2=C1C=CC=C2CNCC2=CC(=NC=C2)N2CCC(CC2)(C)C N-(1,3-benzodioxol-4-ylmethyl)-1-[2-(4,4-dimethyl-1-piperidinyl)-4-pyridinyl]methaneamine